CC1=C(OC=2CCC3=CN(N=C3C21)CC2=NC=CC=C2)C(=O)NCC2=NN(C=C2)C 8-Methyl-N-[(1-methyl-1H-pyrazol-3-yl)methyl]-2-(pyridin-2-ylmethyl)-4,5-dihydro-2H-furo[2,3-g]indazol-7-carboxamid